C(C=C)NC=1C2=C(N=C(N1)NC1=C(C=C(C=C1)S(=O)(=O)N1CCC(CC1)N1CCOCC1)OC)NC=C2 N4-allyl-N2-(2-methoxy-4-((4-morpholino-piperidin-1-yl)sulfonyl)phenyl)-7H-pyrrolo[2,3-d]pyrimidine-2,4-diamine